1,3-dimethyl-7-morpholino-2,4-dioxo-1,2,3,4-tetrahydropyrido[2,3-d]pyrimidin-5-yl p-toluenesulfonate CC1=CC=C(C=C1)S(=O)(=O)OC1=CC(=NC=2N(C(N(C(C21)=O)C)=O)C)N2CCOCC2